C(CC1=CC=CC=C1)NC1=NC=NC(=N1)NCCC1=CC=CC=C1 N2,N4-diphenethyl-1,3,5-triazine-2,4-diamine